C(C1=CC=CC=C1)(C1=CC=CC=C1)=NC=1C=C(C=C2C=C(N=CC12)NC(=O)[C@H]1[C@@H](C1)C#N)C1=C2C(=NC=C1)N(C=C2)S(=O)(=O)C2=CC=C(C=C2)C |r| (±)-trans-N-[8-(benzhydrylideneamino)-6-[1-(p-tolylsulfonyl)pyrrolo[2,3-b]pyridin-4-yl]-3-isoquinolyl]-2-cyano-cyclopropanecarboxamide